Methyl tricosanoate C(CCCCCCCCCCCCCCCCCCCCCC)(=O)OC